Benzanthrone C1=CC=C2C=CC=C3C(=O)C4=CC=CC=C4C1=C23